7-benzyl-8-(4,5-dihydrofuran-3-yl)-1-methyl-4H,6H-benzo[e][1,2,4]triazolo[3,4-c][1,4]oxazepine C(C1=CC=CC=C1)C1=C(C=CC=2N3C(COCC21)=NN=C3C)C3=COCC3